3-cyclopropylisothiazole-5-sulfonyl chloride C1(CC1)C1=NSC(=C1)S(=O)(=O)Cl